N=1N=CN(C1)C=1C=C(C=NC1)C=1N=NN(C1)CC1=CC=C2C=C(NC2=C1)CNCC1CCC1 1-(6-((4-(5-(4H-1,2,4-triazol-4-yl)pyridin-3-yl)-1H-1,2,3-triazole-1-yl)methyl)-1H-indol-2-yl)-N-(cyclobutylmethyl)methylamine